3-amino-4-(2,5-difluorophenyl)pyridinecarbaldehyde NC=1C(=NC=CC1C1=C(C=CC(=C1)F)F)C=O